n-butyl-ethylchlorosilane C(CCC)[SiH](Cl)CC